C(C)C=1C=C2CCC(N(C2=CC1)S(=O)(=O)C(C1=C(C=CC=C1)OCC1CCOCC1)O)C(C)C ((6-Ethyl-2-isopropyl-3,4-dihydroquinolin-1(2H)-yl)sulfonyl)-2-((tetrahydro-2H-pyran-4-yl)methoxy)benzyl alcohol